ClC=1C(=NC(=NC1)NC1CCOCC1)C1=CC=C2CN(C(C2=C1)=O)CC(=O)N[C@H]([C@H](C)O)C1=CC(=CC=C1)C 2-(6-{5-chloro-2-[(oxan-4-yl)amino]pyrimidin-4-yl}-1-oxo-2,3-dihydro-1H-isoindol-2-yl)-N-[(1S,2S)-2-hydroxy-1-(3-methylphenyl)propyl]acetamide